4-Methoxy-N-(cis-4-(methoxy-d3)cyclohexyl)-5-(1-methyl-1H-benzo[d][1,2,3]triazol-6-yl)-7H-pyrrolo[2,3-d]pyrimidin-2-amine COC=1C2=C(N=C(N1)N[C@@H]1CC[C@@H](CC1)OC([2H])([2H])[2H])NC=C2C=2C=CC1=C(N(N=N1)C)C2